O[C@H]1[C@@H]([C@@H]2[C@@H](OC[C@H](CC2)COCC(=O)OC(C)C)C1)\C=C\[C@H](COC1=CC=CC=C1)O 2-Propanyl ({(3R,5aR,6R,7R,8aS)-7-hydroxy-6-[(1E,3R)-3-hydroxy-4-phenoxy-1-buten-1-yl]octahydro-2H-cyclopenta[b]oxepin-3-yl}methoxy)acetate